F[C@H]1[C@H](C1)C(=O)NC=1N=CC2=CC(=C3C(=C2C1)OC=N3)C=3C=NC(=CC3C)[C@H](CC)O (1r,2r)-2-fluoro-N-(4-(6-((S)-1-hydroxypropyl)-4-methylpyridin-3-yl)oxazolo[5,4-f]isoquinolin-8-yl)cyclopropane-1-carboxamide